C(#N)CNC(COC1=C(C=C(C=C1)C=O)OCC)=O N-(CYANOMETHYL)-2-(2-ETHOXY-4-FORMYLPHENOXY)ACETAMIDE